2-(propan-2-yl)-10λ4-thioxanthene-9,10-dione CC(C)C1=CC=2C(C3=CC=CC=C3S(C2C=C1)=O)=O